erbium praseodymium oxide [O-2].[Pr+3].[Er+3].[O-2].[O-2]